((mesyl)oxy)carbamic acid tert-butyl ester C(C)(C)(C)OC(NOS(=O)(=O)C)=O